7-(3-(benzo[d]thiazol-2-yl)phenoxy)-N-hydroxyheptanamide S1C(=NC2=C1C=CC=C2)C=2C=C(OCCCCCCC(=O)NO)C=CC2